The molecule is a trisaccharide that consists of sucrose having an additional fructosyl residue attached to the fructose residue via a beta-(2->6)-linkage. It derives from a sucrose. C([C@@H]1[C@H]([C@@H]([C@H]([C@H](O1)O[C@]2([C@H]([C@@H]([C@H](O2)CO[C@]3([C@H]([C@@H]([C@H](O3)CO)O)O)CO)O)O)CO)O)O)O)O